N-(1-(5-(3-cyano-6-(2-hydroxy-2-methylpropoxy)pyrazolo[1,5-a]pyridin-4-yl)pyridin-2-yl)-4-methylpiperidin-4-yl)pyridazine-3-carboxamide C(#N)C=1C=NN2C1C(=CC(=C2)OCC(C)(C)O)C=2C=CC(=NC2)N2CCC(CC2)(C)NC(=O)C=2N=NC=CC2